[H+].C([C@@H]([C@H](C(=O)[O-])O)O)C(=O)C(=O)[O-] The molecule is a dicarboxylic acid monoanion obtained by removal of a proton from one of the carboxylic acid groups of 5-dehydro-4-deoxy-D-glucaric acid. It derives from a D-glucarate(1-). It is a conjugate base of a 5-dehydro-4-deoxy-D-glucaric acid. It is a conjugate acid of a 5-dehydro-4-deoxy-D-glucarate(2-).